CN1C(=C2OCC3C(NS(C2=C1)(=O)=O)CN(C3)C3=NC=CN=C3)C(=O)NC3=CC(=C(C(=C3)F)F)F 7-methyl-2-(pyrazin-2-yl)-N-(3,4,5-trifluorophenyl)-2,3,3a,4,10,10a-hexahydro-1H,7H-dipyrrolo[3,4-b:3',4'-f][1,4,5]oxathiazocine-8-carboxamide 5,5-dioxide